Cl.NCCC(C)C 1-Amino-3-methylbutane hydrochloride